ClC1=C(C(=CC(=C1)C1=CN(C(C2=CN=CC=C12)=O)C)OC)C=C1CCN(CC1)C(=O)OC(C)(C)C tert-butyl 4-[[2-chloro-6-methoxy-4-(2-methyl-1-oxo-2,7-naphthyridin-4-yl)phenyl] methylene]piperidine-1-carboxylate